1-(5-(aminomethyl)thiazol-2-yl)-1,4-diazepan-5-one hydrochloride Cl.NCC1=CN=C(S1)N1CCNC(CC1)=O